tert-butyl ((3R,5R)-1-(2-(6-chloroimidazo[1,2-a]pyridin-3-yl)pyrimidin-4-yl)-5-methylpiperidin-3-yl)carbamate ClC=1C=CC=2N(C1)C(=CN2)C2=NC=CC(=N2)N2C[C@@H](C[C@H](C2)C)NC(OC(C)(C)C)=O